1-(2,3-dihydrobenzofuran-5-ylsulfonyl)piperidine-4-carboxylic acid O1CCC2=C1C=CC(=C2)S(=O)(=O)N2CCC(CC2)C(=O)O